C12(C(CC(CC1)C2(C)C)CC(=O)O)C.C(C)(=O)O.C21(C(CC(CC2)C1(C)C)O)C borneol acetate (bornyl-acetate)